ethyl 1-(4-fluoro-3-methyl-phenyl)-5-hydroxy-2-[(2R)-tetrahydrofuran-2-yl]indole-3-carboxylate FC1=C(C=C(C=C1)N1C(=C(C2=CC(=CC=C12)O)C(=O)OCC)[C@@H]1OCCC1)C